C(C)SC1=NN2C(N=C(C=C2C)C)=C1C(=O)O 2-(ethylthio)-5,7-dimethylpyrazolo[1,5-a]pyrimidine-3-carboxylic acid